C(C(C)C)OCCC[Si](Cl)(C)C isobutoxypropyl-dimethylchlorosilane